(3R)-3-(4-chlorophenyl)-2-[(5-chloropyrimidin-2-yl)dideuteromethyl]-4-fluoro-6-[1-(4-fluorooxan-4-yl)-1-hydroxyethyl]-3-[(3S)-oxocyclopent-3-yloxy]-2,3-dihydro-1H-isoindol-1-one ClC1=CC=C(C=C1)[C@@]1(N(C(C2=CC(=CC(=C12)F)C(C)(O)C1(CCOCC1)F)=O)C([2H])([2H])C1=NC=C(C=N1)Cl)O[C@@H]1CC(CC1)=O